N,N-di-ethyl-1,4-phenylenediamine C(C)N(C1=CC=C(C=C1)N)CC